CN1N=C(C=2N=C(N=C(C21)N2CC1=C(CC2)N(N=C1C)CC12CCC(CC1)(CC2)N2CCCCC2)C)C 1,3,5-trimethyl-7-(3-methyl-1-((4-(piperidin-1-yl)bicyclo[2.2.2]oct-1-yl)methyl)-6,7-dihydro-1H-pyrazolo[4,3-c]pyridin-5(4H)-yl)-1H-pyrazolo[4,3-d]pyrimidine